Cl.Cl.NCC1=CC=C(C=C1)C=1N(N=C2C1N=CN(C2=O)CC2(CCN(CC2)CC2=C(C=C(C=C2)C2=CC(=NC=C2)C)F)O)C 3-(4-(aminomethyl)phenyl)-6-((1-(2-fluoro-4-(2-methylpyridin-4-yl)benzyl)-4-hydroxypiperidin-4-yl)methyl)-2-methyl-2,6-dihydro-7H-pyrazolo[4,3-d]pyrimidin-7-one dihydrochloride